C1(=CC=CC=C1)C1=NC(=NC(=N1)C1=CC=CC=C1)C=1C(=C(C(=C(C#N)C1)C1=CC=CC=C1)N1C2=CC=CC=C2C=2C3=C(C=CC12)C1=C(O3)C=CC=C1)N1C3=CC=CC=C3C=3C2=C(C=CC13)C1=C(O2)C=CC=C1 5-(4,6-diphenyl-1,3,5-triazin-2-yl)-3,4-bis(benzofuro[3,2-c]carbazole-5-yl)-2-phenylbenzonitrile